2-methyl-5-ACETYLPYRIDINE CC1=NC=C(C=C1)C(C)=O